Cl.C(C1=CC=CC=C1)(C1=CC=CC=C1)NCC(=O)C1=CC(=C(C=C1)O)O 2-(benzhydrylamino)3',4'-dihydroxyacetophenone hydrochloride